C(O)O methylenglycol